BrCC(=O)O[C@H](C(=O)OCC1=CC=CC=C1)C Benzyl (S)-2-(2-bromoacetoxy)propanoate